FC=1C=CC2=C(CCO2)C1CNC1=NC=C(C=2N1C=NC2S(=O)(=O)C)C2=CC=C(C=C2)F N-((5-fluoro-2,3-dihydrobenzofuran-4-yl)methyl)-8-(4-fluorophenyl)-1-(methylsulfonyl)imidazo[1,5-c]pyrimidin-5-amine